para-phenylpropyl-phenylacetamide C1(=CC=CC=C1)CCCC1=CC=C(C=C1)CC(=O)N